2-(3,4-dimethoxyphenethyl)-N4-(2-(4-methylpiperazin-1-yl)ethyl)-6-(3,4,6,7-tetrahydroimidazo[4,5-c]pyridin-5-yl)-1,3,5-triazine-2,4-diamine COC=1C=C(CCC2(NC(=NC(=N2)NCCN2CCN(CC2)C)N2CC3=C(CC2)N=CN3)N)C=CC1OC